1-(4-(1-(2,6-difluorobenzyl)-3-(6-(difluoromethoxy)pyridin-2-yl)-5-((dimethylamino)methyl)-2,4-dioxo-1,2,3,4-tetrahydrothieno[2,3-d]pyrimidin-6-yl)phenyl)-3-methoxyurea FC1=C(CN2C(N(C(C3=C2SC(=C3CN(C)C)C3=CC=C(C=C3)NC(=O)NOC)=O)C3=NC(=CC=C3)OC(F)F)=O)C(=CC=C1)F